4-chloro-3-(2-chloroethoxy)-8-(1-(tetrahydro-2H-pyran-2-yl)-1H-pyrazolo[3,4-b]pyridin-5-yl)-5,6,7,8-tetrahydronaphthalen-2-ylcarboxamide ClC1=C(C(=CC=2C(CCCC12)C=1C=C2C(=NC1)N(N=C2)C2OCCCC2)C(=O)N)OCCCl